4-((3-(1-benzoylpiperidin-4-yl)ureido)methyl)benzamide C(C1=CC=CC=C1)(=O)N1CCC(CC1)NC(NCC1=CC=C(C(=O)N)C=C1)=O